C1(CC1)S(=O)(=O)NC1=CC(=NC=C1)C(NC(=O)C=1SC(=CN1)C1=NC(=CN=C1)OCC)C1CC(C1)N(C)C N-((4-(cyclopropanesulfonamido)pyridin-2-yl)((1r,3r)-3-(dimethylamino)cyclobutyl)methyl)-5-(6-ethoxypyrazin-2-yl)thiazole-2-carboxamide